FC=1C=C2C=C(C(NC2=CC1)=O)C=1N=NN(C1)C1=CC=C(C=C1)C(=O)N1C[C@@H](CC1)O 6-fluoro-3-{1-[4-((R)-3-hydroxy-pyrrolidine-1-carbonyl)-phenyl]-1H-[1,2,3]triazol-4-yl}-1H-quinolin-2-one